(S)-quinuclidin-3-yl (5-(3-fluoro-4-isopropoxyphenyl)-2,2-dimethyl-2,3-dihydro-1H-inden-1-yl)carbamate FC=1C=C(C=CC1OC(C)C)C=1C=C2CC(C(C2=CC1)NC(O[C@@H]1CN2CCC1CC2)=O)(C)C